N1CNC(C=C1)=O dihydropyrimidine-4(1H)-one